4-{3-[1-(4-amino-3-methyl-1H-pyrazolo[3,4-d]pyrimidin-1-yl)ethyl]-5-chloro-2-ethoxy-6-fluorophenyl}pyrrolidin-2-one tert-butyl-5-bromo-7-methoxyindoline-1-carboxylate C(C)(C)(C)OC(=O)N1CCC2=CC(=CC(=C12)OC)Br.NC1=C2C(=NC=N1)N(N=C2C)C(C)C=2C(=C(C(=C(C2)Cl)F)C2CC(NC2)=O)OCC